COC1=CC=C(C=C1)C(C)(C)C=1N=C(SC1)NC(C1=CN=C(C=C1)N1CCNCC1)=O N-(4-(2-(4-methoxyphenyl)propan-2-yl)thiazol-2-yl)-6-(piperazin-1-yl)nicotinamide